C(C)(C)C1=C(C=NC2=CC=CC=C12)C=O 4-isopropylquinoline-3-carbaldehyde